N-stearyl-N,N-dimethyl-N-carboxymethylammonium C(CCCCCCCCCCCCCCCCC)[N+](CC(=O)O)(C)C